ClC=1C=C(C=C(C1OC=1C=C2CCN(C(C2=CC1)=O)CC=1C=NC=CC1)Cl)N1N=CC(NC1=O)=O 2-(3,5-dichloro-4-((2-(pyridin-3-ylmethyl)-1-oxo-1,2,3,4-tetrahydroisoquinolin-6-yl)oxy)phenyl)-1,2,4-triazine-3,5(2H,4H)-dione